4-(4-((S)-3-aminopiperidin-1-yl)-8-fluoro-2-(((2R,7aS)-2-fluorohexahydro-1H-pyrrolizin-7a-yl)methoxy)pyrido[4,3-d]pyrimidin-7-yl)-5-ethynyl-6-fluoronaphthalene-2-ol N[C@@H]1CN(CCC1)C=1C2=C(N=C(N1)OC[C@]13CCCN3C[C@@H](C1)F)C(=C(N=C2)C2=CC(=CC1=CC=C(C(=C21)C#C)F)O)F